BrCCCN1C(C=2C(C1=O)=CC=CC2)=O N-3-bromopropylphthalimide